FC=1C=C(C=CC1)C1=NN(C2=C(C=CC=C12)CN1CCC(CC1)C1=NC2=C(N1C(C)C1=CC=CC=C1)C=CC=C2)C 3-(3-fluorophenyl)-1-methyl-7-((4-(1-(1-phenylethyl)-1H-benzo[d]imidazol-2-yl)piperidin-1-yl)methyl)-1H-indazole